ClC1=NN(C(=N1)C(C)N)C1=NC=CC=N1 1-[3-chloro-1-(pyrimidin-2-yl)-1H-1,2,4-triazol-5-yl]ethylamine